(4-aminoimidazo[1,5-a]pyrido[3,4-e]pyrazin-8-yl)((4aS,9aR)-7-bromo-6,8-difluoro-2,3,9,9a-tetrahydroindeno[2,1-b][1,4]oxazin-4(4aH)-yl)methanone NC=1C=2N(C3=C(N1)C=NC(=C3)C(=O)N3[C@@H]1[C@H](OCC3)CC=3C(=C(C(=CC31)F)Br)F)C=NC2